4-methyl-2-[[[4-hydroxy]butyl]amino-6-[4-(1H-tetrazol-5-yl)-benzylamino]-pyrimidin-2-ylamino]-thiazole-5-carboxylic acid ethyl ester C(C)OC(=O)C1=C(N=C(S1)N(C1=NC(=CC=N1)NCC1=CC=C(C=C1)C1=NN=NN1)NCCCCO)C